NCCN(CCN(CCNCC(=O)OC(C)(C)C)C(=O)OC(C)(C)C)C(=O)OC(C)(C)C tert-butyl (2-((2-((2-aminoethyl)(tert-butoxycarbonyl)-amino)ethyl)(tert-butoxycarbonyl)amino) ethyl)glycinate